ClC1=CC=2C(=C3N(CCN(C3)C(CCOCCC)=O)C2N=C1)C 1-(3-(3-chloro-5-methyl-8,9-dihydropyrido[3',2':4,5]pyrrolo[1,2-a]pyrazin-7(6H)-yl)-3-oxopropoxy)propan